ClC1=CC2=C(C=N1)C=CN2C2=NC(=CC(=C2)COC)C2(COCC2)OC 6-chloro-1-(4-methoxymethyl-6-(3-methoxytetrahydrofuran-3-yl)pyridin-2-yl)-1H-pyrrolo[3,2-c]pyridine